N1=C(C=CC2=CN=CC=C12)C(=O)NC(CCC(C(=O)N)=O)C(=O)N 5-(1,6-naphthyridin-2-carboxamido)-2-oxohexandiamid